NC1=CC(=NC=C1C(=O)O)NN 4-Amino-6-hydrazinonicotinic acid